CC1=NC(=C(C(=O)O)C=C1N1CC(NCC1)(C)C)OC methyl-5-(3,3-dimethylpiperazin-1-yl)-2-methoxynicotinic acid